trans-N-(4-Chlorophenyl)-2-(4-(4-isopropoxyphenyl)cyclohexyl)acetamide ClC1=CC=C(C=C1)NC(C[C@@H]1CC[C@H](CC1)C1=CC=C(C=C1)OC(C)C)=O